1-Ethyl-1H-indazol C(C)N1N=CC2=CC=CC=C12